6'-(propan-2-yl)-1,2,3',5'-tetrahydro-2'H-spiro[indole-3,1'-pyrrolo[3,4-c]pyrrole]-2,3'-dione CC(C)C=1NC=C2C1C1(NC2=O)C(NC2=CC=CC=C21)=O